C[Si](C)(C)C#CC1=CC=C(C=C1)C1CCN(CC1)C(=O)OC(C)(C)C tert-butyl 4-(4-((trimethylsilyl)ethynyl)phenyl)piperidine-1-carboxylate